3,3-dimethyl-1-(pent-4-en-1-yn-1-yl)cyclohex-1-ene tert-butyl-((1S,2S,4r,7S)-1-hydroxy-2-((R)-5H-imidazo[5,1-a]isoindol-5-yl)spiro[3.5]nonan-7-yl)carbamate C(C)(C)(C)N(C(O)=O)C1CCC2(C[C@H]([C@@H]2O)[C@H]2N3C(C4=CC=CC=C24)=CN=C3)CC1.CC1(C=C(CCC1)C#CCC=C)C